5-acetamido-3-(4,4,5,5-tetramethyl-1,3,2-dioxaborolane-2-yl)-1H-pyrrolo[2,3-c]pyridine-1-carboxylic acid tert-butyl ester C(C)(C)(C)OC(=O)N1C=C(C=2C1=CN=C(C2)NC(C)=O)B2OC(C(O2)(C)C)(C)C